C1(CC1)[C@]1(C(N(C[C@H]1C)C=1C=2N(N=CC1)C=C(C2)N2C=NC(=C2)C)=O)C#N (3R,4S)-3-cyclopropyl-4-methyl-1-[6-(4-methylimidazol-1-yl)pyrrolo[1,2-b]pyridazin-4-yl]-2-oxopyrrolidine-3-carbonitrile